ClC(C(F)(F)F)(C(F)Cl)F 2,3-dichloro-1,1,1,2,3-pentafluoropropane